1-bromo-3-(3-bromopropyloxy)-2-chlorobenzene BrC1=C(C(=CC=C1)OCCCBr)Cl